NC1=C(C=NC2=CC=CC(=C12)OCC(C)=O)[N+](=O)[O-] 1-[(4-amino-3-nitro-5-quinolyl)oxy]propan-2-one